methyl-5-methyl-1-(1-methyl-1H-indol-2-yl)-5H-pyridine CC1N(CC(C=C1)C)C=1N(C2=CC=CC=C2C1)C